([1,2,4]triazolo[4,3-a]pyridin-6-yl)acetamide N=1N=CN2C1C=CC(=C2)CC(=O)N